NC1=NN2C(C=C(C=C2)C=2C=CC(=C(C2)NC(=O)N2OCC[C@@]2(C2=CC=CC=C2)C)C)=C1 (R)-N-(5-(2-aminopyrazolo[1,5-a]pyridin-5-yl)-2-methylphenyl)-3-methyl-3-phenylisoxazolidine-2-carboxamide